(E)-4-bromo-1-(3-hydroxyazetidin-1-yl)but-2-en-1-one (S)-tert-butyl-piperidin-3-ylcarbamate C(C)(C)(C)N(C(O)=O)[C@@H]1CNCCC1.BrC/C=C/C(=O)N1CC(C1)O